Cl.C1(CCCC1)CSC=1C=2N(C=CC1)C(=NC2)C(C)(C)N 2-(8-((cyclopentylmethyl)thio)imidazo[1,5-a]pyridin-3-yl)propan-2-amine hydrochloride